6-ethoxy-N-methyl-3,4-dihydro-2H-pyrano[2,3-b]pyridine-3-carboxamide C(C)OC=1C=C2C(=NC1)OCC(C2)C(=O)NC